4-(4-butoxy-2,3-difluorophenyl)-2,3-difluorophenol C(CCC)OC1=C(C(=C(C=C1)C1=C(C(=C(C=C1)O)F)F)F)F